sodium [bis(trimethylsilyloxy) methylsilyl] ethane-1-sulfonate C(C)S(=O)(=O)O[SiH2]C(O[Si](C)(C)C)O[Si](C)(C)C.[Na]